NC1=CC(=NC=N1)N1C(=NN=C1)NC=1C(=CC(=NC1)C(CC)=O)C 1-(5-((4-(6-aminopyrimidin-4-yl)-4H-1,2,4-triazol-3-yl)amino)-4-methylpyridin-2-yl)propan-1-one